3-[[5-[5-(difluoromethyl)-1,3,4-oxadiazol-2-yl]-2-pyridyl]methyl]-5-[6-(4-ethylpiperazin-1-yl)-2-pyridyl]-1,3,4-oxadiazol-2-thione FC(C1=NN=C(O1)C=1C=CC(=NC1)CN1C(OC(=N1)C1=NC(=CC=C1)N1CCN(CC1)CC)=S)F